5-[(E)-2-[4-(Cyclopropylmethyl)phenyl]ethenyl]benzene-1,3-diol C1(CC1)CC1=CC=C(C=C1)/C=C/C=1C=C(C=C(C1)O)O